C(C)(=O)OCCCCCCCCCC\C=C/CCCl (11Z)-14-chloro-11-tetradecenyl acetate